1r-Phenylimidazole C1(=CC=CC=C1)N1C=NC=C1